3-[4-[(4R)-2,2-dimethyl-4-piperidyl]-3-methyl-2-oxo-benzimidazol-1-yl]piperidine-2,6-dione CC1(NCC[C@H](C1)C1=CC=CC=2N(C(N(C21)C)=O)C2C(NC(CC2)=O)=O)C